C1(CCCCCCC\C=C/CCCCCCC1)=O (9Z)-cycloheptadec-9-en-1-one